5-[(3,4-dichlorophenyl)methylamino]-6H-pyrazolo[4,3-d]pyrimidin-7-one ClC=1C=C(C=CC1Cl)CNC1NC(C=2C(=N1)C=NN2)=O